1-(Cyclopropylsulfonyl)-4-hydroxypiperidin C1(CC1)S(=O)(=O)N1CCC(CC1)O